N-(4-(6-fluoro-3,4-dihydroisoquinolin-2(1H)-yl)-2,6-dimethylphenyl)-4-methyl-oxazole-5-carboxamide FC=1C=C2CCN(CC2=CC1)C1=CC(=C(C(=C1)C)NC(=O)C1=C(N=CO1)C)C